3'-chloro-5,5-dimethyl-4-oxo-5'H-spiro[cyclohexane-1,7'-furo[3,4-b]pyridin] ClC=1C=C2C(=NC1)C1(OC2)CCC(C(C1)(C)C)=O